FC1=C(C=C(C=C1)C1=C(C=CC=C1)C(C)C)C1=NC(=NO1)C1=CC=C(C=C1)C=1N(C=C(N1)C(F)(F)F)C 5-(4-fluoro-2'-isopropyl-[1,1'-biphenyl]-3-yl)-3-(4-(1-methyl-4-(trifluoromethyl)-1H-imidazol-2-yl)phenyl)-1,2,4-oxadiazole